O=C1N(C(C2=CC=CC=C12)=O)CC(C(=O)NC1=CC=C2C=NNC2=C1)C1=CC=C(C=C1)CO 3-(1,3-dioxoisoindolin-2-yl)-2-(4-(hydroxymethyl)phenyl)-N-(1H-indazol-6-yl)propanamide